2,2-difluoro-N-[rac-(2R,3S)-1-[1-(6-methoxy-3-pyridyl)indazol-5-yl]-5-oxo-2-phenyl-pyrrolidin-3-yl]propanamide FC(C(=O)N[C@@H]1[C@H](N(C(C1)=O)C=1C=C2C=NN(C2=CC1)C=1C=NC(=CC1)OC)C1=CC=CC=C1)(C)F |r|